tert-butyl N-[(2E)-3-([4-[(3-[[5-chloro-4-(1H-indol-3-yl)pyrimidin-2-yl]amino]phenyl)carbamoyl]phenyl]carbamoyl)prop-2-en-1-yl]-N-methylcarbamate ClC=1C(=NC(=NC1)NC=1C=C(C=CC1)NC(=O)C1=CC=C(C=C1)NC(=O)/C=C/CN(C(OC(C)(C)C)=O)C)C1=CNC2=CC=CC=C12